1-(4-(hydroxymethyl)-5-methylthiazol-2-yl)azetidine-3-carbonitrile OCC=1N=C(SC1C)N1CC(C1)C#N